CN1N=C(C2=CC(=CC=C12)C(=O)NC=1N=CC=2N(C1)C=C(N2)[C@@H]2N(CCC2)C)N2CCC(CC2)CN2CCNCC2 1-methyl-N-{2-[(2R)-1-methylpyrrolidin-2-yl]imidazo[1,2-a]pyrazin-6-yl}-3-[4-(piperazin-1-ylmethyl)piperidin-1-yl]indazole-5-carboxamide